1,3,5-tris[4-(1-ethylpropyl)-3-hydroxy-2,6-Dimethylbenzyl]-1,3,5-triazine-2,4,6(1H,3H,5H)-trione C(C)C(CC)C1=C(C(=C(CN2C(N(C(N(C2=O)CC2=C(C(=C(C=C2C)C(CC)CC)O)C)=O)CC2=C(C(=C(C=C2C)C(CC)CC)O)C)=O)C(=C1)C)C)O